FC(CC[C@H]1N(S(C2=C(N(C1)C1=CC=CC=C1)C=C(C(=C2)OCC2(CC2)C(=O)OCC)C(F)(F)F)(=O)=O)C)(C)F ethyl (R)-1-(((3-(3,3-difluorobutyl)-2-methyl-1,1-dioxido-5-phenyl-7-(trifluoromethyl)-2,3,4,5-tetrahydrobenzo[f][1,2,5]thiadiazepin-8-yl)oxy)methyl)cyclopropane-1-carboxylate